C1(CCC1)C(CCO)C1=CC=CC=C1 3-cyclobutyl-3-phenylpropan-1-ol